N1C=CC=2C1=NC=C(C2)OC2=C(C(=O)[O-])C=CC(=C2)C2CCC(CC2)N2C(CCC2)C2=C(C=CC=C2)Cl (1H-pyrrolo[2,3-b]pyridin-5-yl)oxy-4-(4-(2-(2-chlorophenyl)pyrrolidin-1-yl)cyclohexyl)benzoate